C1(CC1)C(=O)N1CCN(CC1)C(=O)C=1C=NC2=CC=C(C=C2C1N1CCC(CC1)C1=CC=CC=C1)F (4-(Cyclopropanecarbonyl)piperazin-1-yl)(6-fluoro-4-(4-phenylpiperidin-1-yl)quinolin-3-yl)methanone